CC=CCC=1C=C2C=CN(C2=CC1)C methyl-3-(1-methyl-1H-indol-5-yl)propene